2-(5-chloro-3-cyano-6-methylpyridin-2-ylamino)-N-methyl-N-phenylacetamide ClC=1C=C(C(=NC1C)NCC(=O)N(C1=CC=CC=C1)C)C#N